(12aR)-7-Hydroxy-12-diphenylmethyl-3,4,12,12a-tetrahydro-1H-[1,4]oxazino[3,4-c]pyrido[2,1-f][1,2,4]triazine-6,8-dione OC=1C(C=CN2N([C@H]3N(C(C21)=O)CCOC3)C(C3=CC=CC=C3)C3=CC=CC=C3)=O